7-bromo-5-(3-(6-methylpyridin-2-yl)-1-(tetrahydro-2H-pyran-2-yl)-1H-pyrazol-4-yl)-1-((2-(trimethylsilyl)ethoxy)methyl)-1H-indazole BrC=1C=C(C=C2C=NN(C12)COCC[Si](C)(C)C)C=1C(=NN(C1)C1OCCCC1)C1=NC(=CC=C1)C